C[C@H]1CCC2=NN=C(N21)C2=CC=CC(=N2)N2C(C=1C(C=C2)=NN(C1)C1=NC=CN=C1)=O (S)-5-(6-(5-methyl-6,7-dihydro-5H-pyrrolo[2,1-c][1,2,4]triazol-3-yl)pyridin-2-yl)-2-(pyrazin-2-yl)-2,5-dihydro-4H-pyrazolo[4,3-c]pyridin-4-one